3-methyl-4-(1-methylethyl)benzamide CC=1C=C(C(=O)N)C=CC1C(C)C